C(CCCCCCC)N(C(OCC(OCC)OCC)=O)CCCCCCCC 2,2-diethoxyethyl N,N-dioctylcarbamate